FC=1C=CC(=C(C1)O)C1=C2C(=C(N=N1)NC1C(CCCC1)O)C=NC=C2 5-fluoro-2-(4-((2-hydroxycyclohexyl)amino)pyrido[3,4-d]pyridazin-1-yl)phenol